N-[(4-{[(4-fluorotetrahydro-2H-pyran-4-yl)methyl]amino}-3-nitrophenyl)sulfonyl]-2-(1H-pyrrolo[2,3-b]pyridin-5-yloxy)benzamide FC1(CCOCC1)CNC1=C(C=C(C=C1)S(=O)(=O)NC(C1=C(C=CC=C1)OC=1C=C2C(=NC1)NC=C2)=O)[N+](=O)[O-]